NC=1N(C=2C3=C(C4=C(NC(C13)=O)SC=N4)N=C(N2)C)C2=C(C(=CC=C2C)OC)C 5-Amino-4-(3-methoxy-2,6-dimethylphenyl)-2-methyl-4,7-dihydro-6H-8-thia-1,3,4,7,10-pentaazabenzo[cd]cyclopenta[f]azulen-6-one